5-fluoropyridin 1-oxide FC=1C=CC=[N+](C1)[O-]